C(C)(C)(C)C1=C(OC(C[Al])OC2=C(C=C(C=C2C(C)(C)C)C)C(C)(C)C)C(=CC(=C1)C)C(C)(C)C bis(2,6-di-tert-butyl-4-methylphenoxy)ethylaluminum